3-amino-2,6-dichloro-N-(2-fluoroethyl)benzamide NC=1C(=C(C(=O)NCCF)C(=CC1)Cl)Cl